(2R,3R,4R,5R)-4-fluoro-2-((isobutyryloxy)methyl)-4-methyl-5-(6-(methylamino)-2-(3-methylbutanamido)-9H-purin-9-yl)tetrahydrofuran-3-yl 3-methylbutanoate CC(CC(=O)O[C@@H]1[C@H](O[C@H]([C@]1(C)F)N1C2=NC(=NC(=C2N=C1)NC)NC(CC(C)C)=O)COC(C(C)C)=O)C